COC(=O)C1(CN(CCC1)C(=O)OCC1=CC=CC=C1)C=1N=NN(C1)C 3-(1-methyl-1H-1,2,3-triazol-4-yl)piperidine-1,3-dicarboxylic acid 1-benzyl 3-methyl ester